6-hydroxy-3-hexynylpentoxymethyl ether OCCCCC#CC(CCOCOCOCCC(CC)C#CCCCCO)CC